7-((5-((3S,4S)-4-amino-3-methyl-2-oxa-8-azaspiro[4.5]decan-8-yl)pyrazin-2-yl)thio)-8-chloro-2-methylisoquinolin-1(2H)-one N[C@@H]1[C@@H](OCC12CCN(CC2)C=2N=CC(=NC2)SC2=CC=C1C=CN(C(C1=C2Cl)=O)C)C